N-(2-((2S,6R)-2,6-dimethylmorpholino)-5-methylpyridin-4-yl)-6-(1-methyl-1H-pyrazol-4-yl)picolinamide C[C@@H]1O[C@@H](CN(C1)C1=NC=C(C(=C1)NC(C1=NC(=CC=C1)C=1C=NN(C1)C)=O)C)C